C(CCCCCCCCCCCCC)OS(=O)(=O)[O-].[Na+] Natrium tetradecylsulfat